[K].C(=O)(OCC1=CC=CC=C1)NC#N carbobenzoxycyanamide potassium salt